2,2-dimethylpropanethioamide CC(C(N)=S)(C)C